PHOSPHORIBOSYLAMINOIMIDAZOLECARBOXAMIDE C([C@@H]1[C@H]([C@H](C(O1)NC2=C(NC(=N2)C(=O)N)P(=O)(O)O)O)O)O